(3,3-dimethylcyclohexyl) ethylethylpropane-1,3-dioate C(C)C(C(=O)OC1CC(CCC1)(C)C)(C(=O)[O-])CC